C1(CC1)CCN(C1=C2CN(C(C2=CC=C1)=O)C1C(NC(CC1)=O)=O)C1CCC(CC1)NCCC(F)(F)F 3-(4-((2-cyclopropylethyl)((1r,4r)-4-((3,3,3-trifluoropropyl)amino)cyclohexyl)amino)-1-oxoisoindolin-2-yl)piperidine-2,6-dione